N-(benzo[d][1,3]dioxol-5-yl)-N-(4-methoxyphenyl)piperidin-4-amine O1COC2=C1C=CC(=C2)N(C2CCNCC2)C2=CC=C(C=C2)OC